C(C)(C)(C)OC(=O)N1CCC(CC1)C(NCCCC1=NC=2NCCCC2C=C1)=O 4-(3-(5,6,7,8-tetrahydro-1,8-naphthyridin-2-yl)propylcarbamoyl)piperidine-1-carboxylic acid tert-butyl ester